Benzyl (2S,5S)-5-[[4-[6-(3,5-dimethylisoxazol-4-yl)-1H-pyrrolo-[2,3-b]-pyridin-3-yl]-5-(trifluoromethyl)pyrimidin-2-yl]amino]-2-methyl-piperidine-1-carboxylate CC1=NOC(=C1C1=CC=C2C(=N1)NC=C2C2=NC(=NC=C2C(F)(F)F)N[C@H]2CC[C@@H](N(C2)C(=O)OCC2=CC=CC=C2)C)C